N-[1-(propane-2-yl)-5-propoxy-1H-pyrazol-3-yl]azetidine-3-carboxamide trifluoroacetate FC(C(=O)O)(F)F.CC(C)N1N=C(C=C1OCCC)NC(=O)C1CNC1